BrC(/C(=C/CF)/F)(F)F Z-1-bromo-1,1,2,4-tetrafluorobut-2-ene